ClC1=NC(=NC=N1)NC1CC2(C1)CCN(CC2)C(=O)OC(C)(C)C tert-butyl 2-[(4-chloro-1,3,5-triazin-2-yl)amino]-7-azaspiro[3.5]nonane-7-carboxylate